N1C=CC=2C1=NC=CC2S(=O)(=O)C2=CC=C(C=C2)N2C(N(CC2=O)C2=CC(=CC=C2)C(F)(F)F)=O 3-[4-(1H-pyrrolo[2,3-b]pyridin-4-ylsulfonyl)phenyl]-1-[3-(trifluoromethyl)phenyl]-2,4-imidazolidinedione